6-chloro-5-(2'-bromoethanonyl)pyrimidine ClC1=C(C=NC=N1)C(CBr)=O